2-(3,3'-bis(4,6-diphenyl-1,3,5-triazin-2-yl)-[1,1'-biphenyl]-4-yl)-5-methylbenzo[b]phosphindole 5-oxide C1(=CC=CC=C1)C1=NC(=NC(=N1)C1=CC=CC=C1)C=1C=C(C=CC1C=1C=C2C3=C(P(C2=CC1)(C)=O)C=CC=C3)C3=CC(=CC=C3)C3=NC(=NC(=N3)C3=CC=CC=C3)C3=CC=CC=C3